COC(=O)[C@@H]1CC[C@H](CC1)OCC1=CC=CC=C1 trans-4-(benzyloxy)cyclohexanecarboxylic acid methyl ester